C1=CC=CC=2C3=CC=CC=C3C(C12)COC(=O)N1CCN(CC1)C(C1=C(C=C(C=C1)NC(=O)C=1N(C(=CN1)C=1C(=NN(C1)C1=NC=C(C=C1)N)C(F)(F)F)C)Cl)=O 4-[4-[[5-[1-(5-Amino-2-pyridyl)-3-(trifluoromethyl)pyrazol-4-yl]-1-methyl-imidazole-2-carbonyl]amino]-2-chloro-benzoyl]piperazine-1-carboxylic acid 9H-fluoren-9-ylmethyl ester